OC1(CCC(CC1)(C)C)/C=C/C=O (E)-3-(1-hydroxy-4,4-dimethylcyclohexyl)acrylaldehyde